C(#C)C=1C=C(C=2N(C1)N=CC2)C(=O)N 6-Ethynylpyrazolo[1,5-a]pyridine-4-carboxamide